[Cl].[S] sulfur chlorine